N-((tetrahydrofuran-2-yl)methyl)benzamide O1C(CCC1)CNC(C1=CC=CC=C1)=O